tert-butyl (S)-4-[(3-cyanophenyl)phenylmethyl]-3-(mesylmethyl)-1-piperazinecarboxylate C(#N)C=1C=C(C=CC1)C(N1[C@@H](CN(CC1)C(=O)OC(C)(C)C)CS(=O)(=O)C)C1=CC=CC=C1